NC1=NC(=CC2=C1N(C=N2)C(C)C)C2=CC=C1C(=C2)N(C(C12CCN(CC2)C(=O)C2(COC2)C)=O)C2CC(C2)N2CCCCC2 6-(4-amino-3-isopropyl-3H-imidazo[4,5-c]pyridin-6-yl)-1'-(3-methyloxetane-3-carbonyl)-1-((1s,3s)-3-(piperidin-1-yl)cyclobutyl)spiro[indolin-3,4'-piperidin]-2-one